2-methyl-1,3-benzothiazole-4-carbaldehyde CC=1SC=2C(N1)=C(C=CC2)C=O